1-hexadecanal C(CCCCCCCCCCCCCCC)=O